(S)-9-benzyl-8-(4-methyl-6-(pyrrolidin-3-yloxy)pyridin-3-yl)-6-(1-methylcyclopropoxy)-9H-purine C(C1=CC=CC=C1)N1C2=NC=NC(=C2N=C1C=1C=NC(=CC1C)O[C@@H]1CNCC1)OC1(CC1)C